N1=CC=C2N1C=C(C=C2)C(=O)OC methyl pyrazolo[1,5-a]pyridin-6-yl-carboxylate